C(C)P(=O)(CC)C1=C2C(=NC=C1)C(=NN2C2CN(C2)C(C(=C)F)=O)C2=CC=C(C=C2)C(F)(F)F (3-(7-(diethylphosphoryl)-3-(4-(trifluoromethyl)phenyl)-1H-pyrazolo[4,3-b]pyridin-1-yl)azetidin-1-yl)-2-fluoroprop-2-en-1-one